F[C@H]1COCC[C@H]1NC=1N=C(C2=C(N1)NC=C2C2=CC=1N(C=C2)N=CC1)OC N-((3R,4R)-3-Fluorotetrahydro-2H-pyran-4-yl)-4-methoxy-5-(pyrazolo[1,5-a]pyridin-5-yl)-7H-pyrrolo[2,3-d]pyrimidin-2-amine